pyridin-2-yl-piperidine-4-carboxylic acid ethyl ester C(C)OC(=O)C1CCN(CC1)C1=NC=CC=C1